Cl.NCC1=CC(N(C=C1)CC#N)=O 2-[4-(aminomethyl)-2-oxopyridin-1-yl]acetonitrile hydrochloride